N6-(5-{[2-({(2S)-2-Amino-4-[{(1R)-1-[1-benzyl-4-(2,5-difluorophenyl)-1H-pyrrol-2-yl]-2,2-dimethylpropyl}(glycoloyl)amino]butanoyl}amino)ethyl]amino}-5-oxopentanoyl)-L-lysin N[C@H](C(=O)NCCNC(CCCC(=O)NCCCC[C@H](N)C(=O)O)=O)CCN(C(CO)=O)[C@H](C(C)(C)C)C=1N(C=C(C1)C1=C(C=CC(=C1)F)F)CC1=CC=CC=C1